CN1C(CNCC1)CN (1-methyl-2-piperazinyl)methylamine